tert-butyl 2-[(4-methylbenzenesulfonyl) oxy]-7-azaspiro[3.5]nonane-7-carboxylate CC1=CC=C(C=C1)S(=O)(=O)OC1CC2(C1)CCN(CC2)C(=O)OC(C)(C)C